CC1=C(OC=2CCC3=CN(N=C3C21)C[C@@H]2COCC2)C(=O)OCC ethyl 8-methyl-2-[(3R)-tetrahydrofuran-3-ylmethyl]-4,5-dihydro-2H-furo[2,3-g]indazole-7-carboxylate